((2R)-4-(3-chlorophenoxy)-3-oxo-1-(5-oxo-4-azaspiro[2.4]hept-6-yl)butan-2-yl)carbamic acid tert-butyl ester C(C)(C)(C)OC(N[C@H](CC1C(NC2(CC2)C1)=O)C(COC1=CC(=CC=C1)Cl)=O)=O